2,2'-diselanediylbis(ethan-1-amine) [Se]([Se]CCN)CCN